ClC1=CC(=NC=C1)NC1=NC(=CC=C1)N N2-(4-chloropyridin-2-yl)pyridine-2,6-diamine